1-(2-hydroxypropyl)-3-phenylthiourea OC(CNC(=S)NC1=CC=CC=C1)C